O[C@@H]1[C@H](CCCC1)CN(CCCCCCCC(=O)N(CCCCCCCCCC)CCCCCCCCCC)CCCCCCCC(=O)N(CCCCCCCCCC)CCCCCCCCCC 8,8'-((((1R,2S)-2-HYDROXYCYCLOHEXYL)METHYL)AZANEDIYL)BIS(N,N-DIDECYLOCTANAMIDE)